2-{[(3R,6R)-6-methyl-1-{[2-(2H-1,2,3-triazol-2-yl)phenyl]carbonyl}piperidin-3-yl](propyl)amino}pyridine-4-carbonitrile C[C@@H]1CC[C@H](CN1C(=O)C1=C(C=CC=C1)N1N=CC=N1)N(C1=NC=CC(=C1)C#N)CCC